1-ethyl-1,2-bis(2-hydroxyethyl)pyrrolidinium C(C)[N+]1(C(CCC1)CCO)CCO